(2-(5-fluoropyrimidin-2-yl)phenyl)((1S,4S,6R)-6-((5-(trifluoromethyl)pyrazin-2-yl)amino)-2-azabicyclo[2.2.1]heptan-2-yl)methanone FC=1C=NC(=NC1)C1=C(C=CC=C1)C(=O)N1[C@@H]2[C@@H](C[C@H](C1)C2)NC2=NC=C(N=C2)C(F)(F)F